FC1=C(C(=CC=C1)C)N1CCC(CC1)N1C(N(C=2C(C1)=CN(N2)CC(C)(C)F)CC2=C(C=CC=C2)C(F)(F)F)=O 5-[1-(2-Fluoro-6-methyl-phenyl)-piperidin-4-yl]-2-(2-fluoro-2-methyl-propyl)-7-(2-trifluoromethyl-benzyl)-2,4,5,7-tetrahydro-pyrazolo[3,4-d]pyrimidin-6-on